BrC1=C(C=C2C=NN(C2=C1)C)F 6-bromo-5-fluoro-1-methylindazole